(4-((t-butoxycarbonyl)amino)phenyl)boronic acid C(C)(C)(C)OC(=O)NC1=CC=C(C=C1)B(O)O